(S)-3-((4-(4-((S)-3,3-difluoropiperidin-4-yl)piperazin-1-yl)-3-fluorophenyl)amino)piperidine-2,6-dione dihydrochloride Cl.Cl.FC1(CNCC[C@@H]1N1CCN(CC1)C1=C(C=C(C=C1)N[C@@H]1C(NC(CC1)=O)=O)F)F